N-(6-(1-((3R,4R)-4-hydroxy-3-methyltetrahydrofuran-3-yl)piperidin-4-yl)-7-methylisoquinolin-3-yl)-2-(pyridin-2-yl)cyclopropane-1-carboxamide O[C@@H]1[C@](COC1)(C)N1CCC(CC1)C=1C=C2C=C(N=CC2=CC1C)NC(=O)C1C(C1)C1=NC=CC=C1